16-methyl-octadecanoic acid CC(CCCCCCCCCCCCCCC(=O)O)CC